tert-butyl N-[[(3S,3aS,6aR)-2-[(2S)-2-acetamido-3,3-dimethyl-butanoyl]-3,3a,4,5,6,6a-hexahydro-1H-cyclopenta[c]pyrrole-3-carbonyl]amino]-N-[[(3S)-2-oxopyrrolidin-3-yl]methyl]carbamate C(C)(=O)N[C@H](C(=O)N1C[C@H]2[C@@H]([C@H]1C(=O)NN(C(OC(C)(C)C)=O)C[C@H]1C(NCC1)=O)CCC2)C(C)(C)C